BrC=1C=C(C=C2C(N(C(=NC12)N1C[C@H]2C([C@H]2C1)C(=O)OC)C)=O)C Methyl (1R,5S,6r)-3-(8-bromo-3,6-dimethyl-4-oxo-3,4-dihydroquinazolin-2-yl)-3-azabicyclo[3.1.0]hexane-6-carboxylate